7-(5-chloro-2-fluorophenyl)-1-{3H-imidazo[4,5-b]pyridin-7-yl}-1H,2H,3H-pyrido[3,4-b][1,4]oxazine ClC=1C=CC(=C(C1)C1=CC2=C(OCCN2C2=C3C(=NC=C2)NC=N3)C=N1)F